8-chloro-6-(3-(dimethylamino)propyl)-2,3,4,6-tetrahydro-1H-indolo[2,3-b]quinolin-11-amine ClC=1C=CC2=C(C1)N(C1=NC=3CCCCC3C(=C12)N)CCCN(C)C